(R)-1-((R)-1-(1-benzyl-5-(benzyloxy)-4-oxo-1,4-dihydropyridazine-3-carbonyl) pyrrolidin-2-yl)-2,2-diphenylethyl methanesulfonate CS(=O)(=O)O[C@H](C(C1=CC=CC=C1)C1=CC=CC=C1)[C@@H]1N(CCC1)C(=O)C1=NN(C=C(C1=O)OCC1=CC=CC=C1)CC1=CC=CC=C1